NC=CCCCCCC aminooctene